[Si](C1=CC=CC=C1)(C1=CC=CC=C1)(C(C)(C)C)OC=1C(CCCC1C)=O ((tert-butyldiphenylsilyl)oxy)-3-methylcyclohex-2-en-1-one